N1N=C(C=C1)C=1C=C(C=CC1)NC(=O)C1=C(N=NC(=C1)C(F)(F)F)OC1=C(C=C(C=C1)F)C N-(3-(1H-Pyrazol-3-yl)phenyl)-3-(4-fluoro-2-methylphenoxy)-6-(trifluoromethyl)pyridazine-4-carboxamide